5-(1-Methyl-1H-pyrazol-3-yl)-N-[(5-oxopyrrolidin-2-yl)methyl]-6-[4-(trifluoromethyl)phenoxy]pyridine-3-carboxamide CN1N=C(C=C1)C=1C=C(C=NC1OC1=CC=C(C=C1)C(F)(F)F)C(=O)NCC1NC(CC1)=O